ClC1=C(C=CC=C1Cl)C(=O)N1CCC(CC1)CCCCNC(=O)C1=CC=2C(=CN=CC2)S1 N-(4-{1-[(2,3-dichlorophenyl)carbonyl]piperidin-4-yl}butyl)thieno[2,3-c]pyridine-2-carboxamide